C(CCCCCCCCCCCC)NC1=NC=CC=C1 2-(tridecylamino)pyridine